4-((2-chloro-4,6-difluoro-1H-benzo[d]imidazol-1-yl)methyl)benzonitrile ClC1=NC2=C(N1CC1=CC=C(C#N)C=C1)C=C(C=C2F)F